4-hydroxybicyclo[4.1.0]heptane-2-carboxylate OC1CC(C2CC2C1)C(=O)[O-]